CC=1C=C(C=CC1OC1=CC=2N(C=C1)N=CN2)NC=2C1=C(N=CN2)C=CC(=N1)N1CC2(C1)CN(CCC2)C(=O)OC(C)(C)C tert-butyl 2-{4-[(3-methyl-4-{[1,2,4]triazolo[1,5-a]pyridin-7-yloxy}phenyl)amino]pyrido[3,2-d]pyrimidin-6-yl}-2,6-diazaspiro[3.5]nonane-6-carboxylate